bis(cyclopentadienyl)bis(2,4,6-trifluorophenyl)titanium C1(C=CC=C1)[Ti](C1=C(C=C(C=C1F)F)F)(C1=C(C=C(C=C1F)F)F)C1C=CC=C1